6-[(3S)-3-(cyanomethyl)piperazin-1-yl]-N-(3-hydroxy-1-naphthyl)-2-[2-(1-methylpyrrolidin-2-yl)ethoxy]pyrimidine-4-carboxamide C(#N)C[C@H]1CN(CCN1)C1=CC(=NC(=N1)OCCC1N(CCC1)C)C(=O)NC1=CC(=CC2=CC=CC=C12)O